C(CCC)C1N(S(C2=C(N(C1)C1=CC=C(C=C1)F)C=C(C(=C2)O/C=C/C(=O)O)SC)(=O)=O)C racemic-(E)-3-((3-butyl-5-(4-fluorophenyl)-2-methyl-7-(methylthio)-1,1-dioxido-2,3,4,5-tetrahydro-1,2,5-benzothiadiazepin-8-yl)oxy)acrylic acid